but-3-en-1-yl acetate C(C)(=O)OCCC=C